FC(CN1CC(C1)(C(=O)NC=1N=CC2=CC=C(C=C2C1)C=1C=NN(C1)C)F)F 1-(2,2-difluoroethyl)-3-fluoro-N-(6-(1-methyl-1H-pyrazol-4-yl)isoquinolin-3-yl)azetidine-3-carboxamide